3-[4-[3-(5-cyano-1H-indol-3-yl)propyl]piperazine-1-carbonyl]-4-isobutoxy-N-cyclopropylmethyl-benzenesulfonamide C(#N)C=1C=C2C(=CNC2=CC1)CCCN1CCN(CC1)C(=O)C=1C=C(C=CC1OCC(C)C)S(=O)(=O)NCC1CC1